CCCCCCCCC(CCCCCCCC)OC(CCCCN(CCCCCCCCCC(=O)OCCCCC)CCO)=O Pentyl 10-((5-(heptadecan-9-yloxy)-5-oxopentyl)(2-hydroxyethyl)amino)decanoate